C(#N)C=1C=NN2C1C(=CC(=C2)C=2C=NN(C2)C)C=2C=CC(=NC2)N2C[C@@H]1C([C@@H]1C2)CNC(C2=CN=CC(=C2)OC)=O N-(((1R,5S,6s)-3-(5-(3-cyano-6-(1-methyl-1H-pyrazol-4-yl)pyrazolo[1,5-a]pyridin-4-yl)pyridin-2-yl)-3-azabicyclo[3.1.0]hexan-6-yl)methyl)-5-methoxynicotinamide